C(C)(=O)N1CCC2(N(CC3=NC(=CC=C32)NC=3C=CC(=C2CNC(C32)=O)C3=CN=C2N3C=CC(=C2)F)C)CC1 7-((1-acetyl-6'-methyl-6',7'-dihydrospiro[piperidine-4,5'-pyrrolo[3,4-b]pyridin]-2'-yl)amino)-4-(7-fluoroimidazo[1,2-a]pyridin-3-yl)isoindolin-1-one